CC1(C2(N(C3=CC=CC=C13)CCC(=O)O)OC(=CC=C2)[N+](=O)[O-])C 3-(3',3'-dimethyl-6-nitrospiro[pyran-2,2'-indoline]-1'-yl)propionic acid